F[P-](F)(F)(F)(F)F.[Mn+3].F[P-](F)(F)(F)(F)F.F[P-](F)(F)(F)(F)F Manganese(III) Hexafluorophosphate